iron-chromium-cobalt-tungsten [W].[Co].[Cr].[Fe]